C(C)(C)(C)C1=CC=C(C=C1)C1=CC(=CC=C1F)N(C1=NC=2N(C3=CC(=CC=C13)Cl)C=NN2)C N-(4'-(tert-butyl)-6-fluoro-[1,1'-biphenyl]-3-yl)-8-chloro-N-methyl-[1,2,4]triazolo[4,3-a]quinazolin-5-amine